ClC=1C(=C(C=CC1Cl)NC=1C2=C(N=CN1)C=CC(=N2)[C@H]2CN(CCC2)C(C=C)=O)F (R)-1-(3-(4-((3,4-dichloro-2-fluorophenyl)amino)pyrido[3,2-d]pyrimidin-6-yl)piperidin-1-yl)prop-2-en-1-one